FC1=CC=C(C=C1)N1C(C(=CC=C1C(F)(F)F)C(=O)O)=O 1-(4-fluorophenyl)-2-oxo-6-(trifluoromethyl)-1,2-dihydropyridine-3-carboxylic acid